(6-Chloro-7-fluoro-4-(4-methylpiperazin-1-yl)-1H-indol-2-yl)(4-(3-methoxypyridin-2-yl)piperazin-1-yl)methanone ClC1=CC(=C2C=C(NC2=C1F)C(=O)N1CCN(CC1)C1=NC=CC=C1OC)N1CCN(CC1)C